BrC1=C(C=C(C=C1C)C1=CC(N(C=C1)C)=O)C 4-(4-bromo-3,5-dimethyl-phenyl)-1-methyl-1H-pyridin-2-one